2-((6-methoxypyridin-3-yl)methyl)-6-tosylphthalazin-1(2H)-one COC1=CC=C(C=N1)CN1C(C2=CC=C(C=C2C=N1)S(=O)(=O)C1=CC=C(C)C=C1)=O